C(C)S(=O)(=O)C1=C(N=C2N1C=C(C=C2)OC)NC(OC(C)(C)C)=O tert-butyl N-(3-ethylsulfonyl-6-methoxy-imidazo[1,2-a]pyridin-2-yl)carbamate